FC1=C(C=C(C=C1)O)C1=C(C(=NC=2CN(CCC12)C(C)C)N1CC2(CN(C2)C(C=C)=O)CC1)C#N 4-(2-fluoro-5-hydroxyphenyl)-7-(2-propanyl)-2-(2-(2-propenoyl)-2,6-diazaspiro[3.4]octan-6-yl)-5,6,7,8-tetrahydro-1,7-naphthyridine-3-carbonitrile